CC(=CCC1=C(C=C(C(=C1O)CC=C(C)C)O)C=CC1=CC=C(C=C1)O)C 2,4-di(3-methyl-2-buten-1-yl)-3,4',5-trihydroxystilbene